COC1=NC=2C=CC=C3C(N(C(=C1)C32)C3C(NC(CC3)=O)=O)=O 3-(10-methoxy-3-oxo-2,9-diazatricyclo[6.3.1.04,12]dodeca-1(11),4,6,8(12),9-pentaen-2-yl)piperidine-2,6-dione